O1COC2=C1C=CC(=C2)C2CCN(CC2)S(=O)(=O)C=2C=CC1=C(CCO1)C2 4-(benzo[d][1,3]dioxol-5-yl)-1-((2,3-dihydrobenzofuran-5-yl)sulfonyl)piperidine